COC1=C(C=C(C=C1)C)NS(=O)(=O)C1=CC=C(C=C1)NC(NCC=1C=NC=CC1)=O 3-{4-[(2-methoxy-5-methylphenyl)sulfamoyl]phenyl}-1-(pyridin-3-ylmethyl)urea